O=S1(N(CCCC1)C1=CC(=C(OC2=CC=C(C=C2)CCC2CCN(CC2)C(=O)OC(C)(C)C)C=C1)C=1C2=C(C(N(C1)C)=O)NC=C2)=O tert-butyl 4-[2-[4-[4-(1,1-dioxothiazinan-2-yl)-2-(6-methyl-7-oxo-1H-pyrrolo[2,3-c]pyridin-4-yl)phenoxy] phenyl]ethyl]piperidine-1-carboxylate